C(C1=CC=CC=C1)OC(N[C@@H]1C(NC[C@H]1C1=C(C=C(C=C1)OC)F)=O)=O |o1:10,14| (-)-[(3S*,4R*)-4-(2-Fluoro-4-methoxyphenyl)-2-oxopyrrolidin-3-yl]carbamic Acid Benzyl Ester